C1=CCOCC1 4-oxacyclohexene